N(CCCN)CCCN 3,3'-iminobis(propane-1-amine)